1-[4-(Chloromethyl)phenyl]-4-methoxy-2-methyl-benzene ClCC1=CC=C(C=C1)C1=C(C=C(C=C1)OC)C